ClC1=NC=C(C=C1[N+](=O)[O-])Cl 2,5-dichloro-3-nitropyridine